CC1=CC=C2C=3C(CCCC3N(C2=C1)C1=NC=CC=N1)=O 7-Methyl-9-(2-pyrimidinyl)-1,2,3,9-tetrahydrocarbazol-4-one